C(C)(=O)N[C@H]1C(O)O[C@@H]([C@H]([C@@H]1O)NC(C)=O)C 2,4-diacetylamino-2,4,6-trideoxyglucopyranose